OC=1C(C2=CC(=C(C=C2C(C1)=O)CCCC)CCCC)=O 2-hydroxy-6,7-dibutyl-1,4-naphthoquinone